C[C@@H]1N(CCN(C1)CC1=C(C=C(C=C1)C(F)(F)F)N1CCCC1)C(=O)N1N=C(C=C1)C(=O)N (S)-1-(2-methyl-4-(2-(pyrrolidin-1-yl)-4-(trifluoromethyl)benzyl)piperazine-1-carbonyl)-1H-pyrazole-3-carboxamide